C(C)(C)OC(=O)C1CCC2CCCC12 octahydro-pentalene-1-carboxylic acid isopropyl ester